CC=1C(=C2C=CNC2=C(C1)C)CC1C(CN(CCC1)CC(F)(F)F)C1=CC=C(C(=O)O)C=C1 4-(4-((5,7-dimethyl-1H-indol-4-yl)methyl)-1-(2,2,2-trifluoroethyl)azepan-3-yl)benzoic acid